(5-(8-chloroquinazolin-2-yl)pyridin-2-yl)morpholine ClC=1C=CC=C2C=NC(=NC12)C=1C=CC(=NC1)N1CCOCC1